FC(OC=1C=C(C=CC1)[C@H](CC(F)F)NC(C[C@@H](C(C)(C)C)O)=O)F (S)-N-((S)-1-(3-(difluoromethoxy)phenyl)-3,3-difluoropropyl)-3-hydroxy-4,4-dimethylpentanamide